O=S1(N=C(C2=C1C=CC=C2)N(C2=CC=C(C(=O)O)C=C2)/N=C/C2=CC(=C(C=C2)O)OC)=O 4-[(1,1-dioxo-1,2-benzothiazol-3-yl)-[(E)-(4-hydroxy-3-methoxy-phenyl)methyleneamino]amino]benzoic acid